C=O.[Na] sodium formaldehyde